2-{3-methoxy-4-[(1s,3s)-3-morpholinocyclobutoxy]phenylamino}-4-(3-quinolylamino)pyrimidine COC=1C=C(C=CC1OC1CC(C1)N1CCOCC1)NC1=NC=CC(=N1)NC=1C=NC2=CC=CC=C2C1